methyl 2-bromo-5-chloro-4-methoxybenzoate BrC1=C(C(=O)OC)C=C(C(=C1)OC)Cl